2-chloro-6,7-difluoro-N-(3-fluorophenyl)-N-methylquinazolin-4-amine ClC1=NC2=CC(=C(C=C2C(=N1)N(C)C1=CC(=CC=C1)F)F)F